N1C=C(C=2CCCCC12)C(=O)O 4,5,6,7-tetrahydro-1H-indole-3-carboxylic acid